C(#N)C1=CC=C(OC(C2=CC=C(C(=O)NCCN(C)C)C=C2)C(NC=2SC3=C(N2)C=C(C(=C3)OC)OC)=O)C=C1 4-[(4-Cyano-phenoxy)-(5,6-dimethoxy-benzothiazol-2-ylcarbamoyl)-methyl]-N-(2-dimethylamino-ethyl)-benzamide